(R)-4-isopropyl-3-propionyloxyoxazolidin-2-one C(C)(C)[C@H]1N(C(OC1)=O)OC(CC)=O